Cl.Cl.Cl.NN=CC1=CC=C(C=C1)C=1N=C(SC1)N(C1=CCN(C=C1)C=C=O)CCC(=O)O 3-[N-{4-[4-(aminoiminomethyl)phenyl]-1,3-thiazol-2-yl}-N-(1-carbonylmethylpyridin-4-yl)amino]propionic acid, trishydrochloride